N-[(1R)-1-[2-fluoro-5-(trifluoromethyl)-phenyl]ethyl]-2-methyl-5-(2-{2-[4-(trifluoromethyl)piperidin-1-yl]acetamido}imidazo[1,2-b]pyridazin-6-yl)pyridine-3-carboxamide FC1=C(C=C(C=C1)C(F)(F)F)[C@@H](C)NC(=O)C=1C(=NC=C(C1)C=1C=CC=2N(N1)C=C(N2)NC(CN2CCC(CC2)C(F)(F)F)=O)C